C(#N)N1C[C@]2(CCC2C1)NC(C1=CC=C(C=C1)C=1C=NC=CC1NC1=CC=CC=C1)=O N-((1R)-3-cyano-3-azabicyclo[3.2.0]heptan-1-yl)-4-(4-(phenylamino)pyridin-3-yl)benzamide